FC1=C(C#N)C=C(C(=C1)NC[C@H]1OCC1)[N+](=O)[O-] (S)-2-fluoro-5-nitro-4-((oxetan-2-ylmethyl)amino)benzonitrile